5-amino-1-(2-hydroxyethyl)indol-2-one NC=1C=C2CC(N(C2=CC1)CCO)=O